(5-chloro-6-(trifluoromethyl)pyridin-3-yl)(5-fluoro-6-(trifluoromethyl)pyridin-2-yl)methanamine hydrochloride Cl.ClC=1C=C(C=NC1C(F)(F)F)C(N)C1=NC(=C(C=C1)F)C(F)(F)F